(R)-3-((1-(3-bromonaphthalen-1-yl)ethyl)carbamoyl)-4-cyanobenzoic acid BrC=1C=C(C2=CC=CC=C2C1)[C@@H](C)NC(=O)C=1C=C(C(=O)O)C=CC1C#N